FC(CN1CC2(CNC2)C1)(F)F 6-(2,2,2-trifluoroethyl)-2,6-diazaspiro[3.3]heptan